CC(CCOC=1C=C(C=C(C1)F)C1=C(N=C(S1)C=1C(=NC=CC1S(=O)(=O)N)F)C1=C(C=CC=C1)C(C)C)(C)C (5-(3-(3,3-dimethylbutoxy)-5-fluorophenyl)-4-(2-isopropylphenyl)thiazol-2-yl)-2-fluoropyridine-4-sulfonamide